BrC=1SC(=CN1)N 2-bromo-5-amino-thiazole